C[Si](=[Hf](C1C(=CC2=C(C=CC=C12)CC)CC)C1C(=CC2=C(C=CC=C12)CC)CC)C dimethylsilylene-bis(2,4-diethylinden-1-yl)hafnium